2-amino-4-(butylamino)-6-(4-(morpholinomethyl)benzyl)pyrimido[4,5-d]pyridazin-5(6H)-one NC=1N=C(C2=C(C=NN(C2=O)CC2=CC=C(C=C2)CN2CCOCC2)N1)NCCCC